NC=1C(=NN(C1)C1CCN(CC1)CCCC=1C=C2C(N(C(C2=CC1)=O)C1C(NC(CC1)=O)=O)=O)C(F)F 5-[3-[4-[4-Amino-3-(difluoromethyl)pyrazol-1-yl]-1-piperidyl]propyl]-2-(2,6-dioxo-3-piperidyl)isoindoline-1,3-dione